C[C@H]1N(CCOC1)C1=NC2=C(N=CC=C2C(=C1)C1=NC(=CC=C1)C)C1=CC=NN1C1OCCCC1 2-[(3R)-3-methylmorpholin-4-yl]-4-(6-methylpyridin-2-yl)-8-[1-(tetrahydro-2H-pyran-2-yl)-1H-pyrazol-5-yl]-1,7-naphthyridine